C(=O)(OC(C)(C)C)N1CC(C1)C=1C=CC(=NC1)Cl 5-(1-Boc-3-azetidinyl)-2-chloropyridine